CN1N=CC(=C1)C1=CC2=C(N[C@H](CN2)[C@H](NC[C@H](C)C=2C=NC(=CC2)C)C2=CC=CC=C2)N=C1 |o1:17| (R or S)-N-((R)-((R)-7-(1-methyl-1H-pyrazol-4-yl)-1,2,3,4-tetrahydropyrido[2,3-b]pyrazin-3-yl)(phenyl)methyl)-2-(6-methylpyridin-3-yl)propan-1-amine